4-nitrophenyl (R)-(1-(2-chloro-5-methoxyphenyl)ethyl)carbamate ClC1=C(C=C(C=C1)OC)[C@@H](C)NC(OC1=CC=C(C=C1)[N+](=O)[O-])=O